allyl-pyrrolidine-2-formamide C(C=C)N1C(CCC1)C(=O)N